3-(2-chlorophenoxy)-2,2-difluoropropionic acid ClC1=C(OCC(C(=O)O)(F)F)C=CC=C1